6-amino-4,5-dibromo-2-methyl-pyridazin-3-one NC=1C(=C(C(N(N1)C)=O)Br)Br